(5R,6R)-3-(5-fluoro-1H-indol-3-yl)-5,6-diphenyl-5,6-dihydropyrazine-2(1H)-one FC=1C=C2C(=CNC2=CC1)C=1C(N[C@@H]([C@H](N1)C1=CC=CC=C1)C1=CC=CC=C1)=O